O1CC12CN(CCC2)C(=O)OC methyl 1-oxa-5-azaspiro[2.5]octane-5-carboxylate